1-(cyclopropylmethyl)-3-((dimethylamino)methylene)piperidine-2,4-dione C1(CC1)CN1C(C(C(CC1)=O)=CN(C)C)=O